C1(CC1)S(=O)(=O)NC=1C=C(N=NC1)CNC(=O)C1=NC=C(C=C1)C1=NC(=CN=C1)OCC N-[(5-cyclopropanesulfonamidopyridazin-3-yl)methyl]-5-(6-ethoxypyrazin-2-yl)pyridine-2-carboxamide